C(C)(=O)O[C@H](COC(C)=O)[C@@H]1O[C@H]([C@@H]([C@H]2[C@@H]1OC1(CCCCC1)O2)OC(C)=O)CC=C (R)-1-((3aR,4S,6S,7S,7aR)-7-acetoxy-6-allyltetrahydro-3aH-spiro[[1,3]dioxolo[4,5-c]pyran-2,1'-cyclohexan]-4-yl)ethane-1,2-diyl diacetate